C(C=C)N1C(=O)N(C(=O)N(C1=O)CCO)CC=C 1,3-diallyl-5-(2-hydroxyethyl)isocyanuric acid